COC(COC1=NC2=CC(=CC=C2C(=C1)C)C1=C(C=CC=C1)F)OC 2-(2,2-dimethoxyethoxy)-7-(2-fluorophenyl)-4-methylquinoline